tertbutyl 7-amino-4-{7-fluoroimidazo[1,2-a]pyridin-3-yl}-1-oxo-3H-isoindole-2-carboxylate NC=1C=CC(=C2CN(C(C12)=O)C(=O)OC(C)(C)C)C1=CN=C2N1C=CC(=C2)F